C(#N)N1C[C@H](CC1)C(=O)NC=1SC(=CN1)C1=CC=C(C=C1)C#C (S)-1-cyano-N-(5-(4-ethynylphenyl)thiazol-2-yl)pyrrolidine-3-carboxamide